2-fluoro-5-(methylsulfamoyl)benzoic acid FC1=C(C(=O)O)C=C(C=C1)S(NC)(=O)=O